O1CCC2C1OCC2 (3S,3aS,6aR)-Hexahydrofuro[2,3-b]furan